CN(C1=CC=C(C=C2C(N(C(N(C2=O)C)=O)C)=O)C=C1)C 5-(4-(dimethylamino)benzylidene)-1,3-dimethylpyrimidine-2,4,6(1H,3H,5H)-trione